undeca-1,2-dien-4-ol C=C=CC(CCCCCCC)O